ClC=1N=C(C2=C(N1)N(C=C2)[C@H]2[C@@H]([C@@H]([C@H](O2)COCP(O)(O)=O)O)O)N([C@@H](C)C2=CC=CC=C2)C [(2R,3S,4R,5R)-5-[2-chloro-4-[methyl-[(1S)-1-phenylethyl]-amino]pyrrolo[2,3-d]-pyrimidin-7-yl]-3,4-dihydroxy-tetrahydro-furan-2-yl]methoxy-methylphosphonic acid